2-methoxy-4-(3-(4-methoxyphenyl)prop-1-en-1-yl)phenol COC1=C(C=CC(=C1)C=CCC1=CC=C(C=C1)OC)O